CS(=O)(=O)[O-].C(CCCCCCCCCC)[N+]1(CCCCC1)CC 1-Undecyl-1-ethylpiperidinium methanesulfonate